FC1=C(C=C(C(=C1)OC)C(=O)N1[C@@H]2[C@H]3C=C[C@@H]([C@@H]2C1=O)C3)C3=CC=C(C=C3)C(=O)OC |r| rac-Methyl 2'-fluoro-4'-methoxy-5'-((1R,2R,5S,6S)-4-oxo-3-azatricyclo[4.2.1.02,5]non-7-ene-3-carbonyl)-[1,1'-biphenyl]-4-carboxylate